4-[3-bromo-N-(2,2-difluoroethyl)-5-fluoro-anilino]-7-chloro-1H-quinazolin-2-one BrC=1C=C(N(CC(F)F)C2=NC(NC3=CC(=CC=C23)Cl)=O)C=C(C1)F